C=1N=CN2C1C1=CC=CC=C1[C@@H]2[C@@H](O)C2CCOCC2 (s)-((R)-5H-imidazo[5,1-a]isoindol-5-yl)(tetrahydro-2H-pyran-4-yl)methanol